C1(CC1)N1CCC(CC1)N1CCC(CC1)C1=CC2=C(N(C(=N2)C2=CC(=C(C=C2)OC)OC)C)C=C1 5-(1'-cyclopropyl-[1,4'-bipiperidin]-4-yl)-2-(3,4-dimethoxyphenyl)-1-methyl-1H-benzo[d]imidazole